3-(5-((2,4-dimethoxybenzyl)amino)-3-ethyl-2-((tetrahydro-2H-pyran-4-yl)amino)pyrido[3,4-b]pyrazin-8-yl)benzaldehyde COC1=C(CNC2=NC=C(C=3C2=NC(=C(N3)NC3CCOCC3)CC)C=3C=C(C=O)C=CC3)C=CC(=C1)OC